ethyl (3-toluoyl) sulfide C1(=CC(=CC=C1)C(=O)SCC)C